C(C)N1N=C(C2=C1C(NCC1(CCOCC1)C2)=O)C[C@H](COC(=O)C2=CN=C(S2)C)C 2-Methylthiazole-5-carboxylic acid [(2R)-3-(1-ethyl-8-oxo-spiro[6,7-dihydro-4H-pyrazolo[3,4-c]azepin-5,4'-tetrahydropyran]-3-yl)-2-methyl-propyl] ester